4-(4-(benzisothiazole-3-yl)piperazine-1-yl)butane-1-amine S1N=C(C2=C1C=CC=C2)N2CCN(CC2)CCCCN